rubidium tridecanoate C(CCCCCCCCCCCC)(=O)[O-].[Rb+]